2-Bromobenzaldehyde-O-(1-methyl-1H-imidazole-4-carbonyl) oxime CN1C=NC(=C1)C(=O)ON=CC1=C(C=CC=C1)Br